1-benzyl-3-phenyl-6-(1H-1,2,3-triazol-5-yl)-1H-pyrazolo[3,4-d]pyrimidine C(C1=CC=CC=C1)N1N=C(C=2C1=NC(=NC2)C2=CN=NN2)C2=CC=CC=C2